FC1=CC=C(C=C1)C1(NC(N(C1)C1C[N+](CC1)(CC(C1=NC=CC=C1)=O)C)=O)C1=CC=C(C=C1)F 3-[4,4-bis-(4-fluoro-phenyl)-2-oxo-imidazolin-1-yl]-1-methyl-1-(2-oxo-2-pyridin-2-yl-ethyl)-pyrrolidinium